2-((4-(7-(((2s,5r)-5-aminotetrahydro-2H-pyran-2-yl)methyl)-2,7-diazaspiro[3.5]non-2-yl)pyrimidin-5-yl)oxy)-N-ethyl-5-fluoro-N-isopropylbenzamide hydrochloride Cl.N[C@@H]1CC[C@H](OC1)CN1CCC2(CN(C2)C2=NC=NC=C2OC2=C(C(=O)N(C(C)C)CC)C=C(C=C2)F)CC1